N-(1-Cyanocyclopropyl)-9-(5-(difluoromethyl)-1,3,4-thiadiazol-2-yl)-4-(4-methoxy-4-(trifluoromethyl)piperidin-1-yl)-9H-pyrimido[4,5-b]indole-7-sulfonamide C(#N)C1(CC1)NS(=O)(=O)C1=CC=C2C3=C(N(C2=C1)C=1SC(=NN1)C(F)F)N=CN=C3N3CCC(CC3)(C(F)(F)F)OC